O=C1NC(CC[C@H]1C1=CC=C(OCC(=O)N2CCC(CC2)CN2CCN(CC2)CCCNC2=C3N=CN(C3=NC=N2)C2CC(C2)NC(C2=NC(=CC=C2)C)=O)C=C1)=O N-((1s,3s)-3-(6-((3-(4-((1-(2-(4-(2,6-dioxopiperidin-3-yl)phenoxy)acetyl)piperidin-4-yl)methyl)piperazin-1-yl)propyl)amino)-9H-purin-9-yl)cyclobutyl)-6-methylpicolinamide